(1S*,4S)-7-(dibenzylamino)-2'-(methylthio)-4'-(1,4-oxazepan-4-yl)-4-(trifluoromethyl)-3,4,5',8'-tetrahydro-2H-spiro[naphthalene-1,7'-pyrano[4,3-d]pyrimidine]-8-carbonitrile C(C1=CC=CC=C1)N(C1=CC=C2[C@H](CC[C@]3(CC=4N=C(N=C(C4CO3)N3CCOCCC3)SC)C2=C1C#N)C(F)(F)F)CC1=CC=CC=C1 |o1:15|